P(=O)(O)(O)O.NC1=NC(=NC=C1CO)C amino-5-hydroxymethyl-2-methylpyrimidine phosphate